NC1=NN2C(N=CC(=C2)F)=C1C(=O)NC=1C=NC=CC1N1CCC(CC1)C(=O)N1CC(C1)OC 2-amino-6-fluoro-N-(4-(4-(3-methoxyazetidine-1-carbonyl)piperidin-1-yl)pyridin-3-yl)pyrazolo[1,5-a]pyrimidine-3-carboxamide